BrC=1N=C(SC1)C=1C=C2CC(N3C(C2=CC1OC)=CC(C(=C3)C(=O)O)=O)C(C)C 9-(4-bromothiazol-2-yl)-6-isopropyl-10-methoxy-2-oxo-6,7-dihydro-2H-pyrido[2,1-a]isoquinoline-3-carboxylic acid